3-Amino-2-bromo-5-fluoropyridine NC=1C(=NC=C(C1)F)Br